C1=CC(=CC=C1CC(=O)O)O P-Hydroxyphenylacetate